trischlorosilane Cl[SiH](Cl)Cl